(trans-4-(((trans-4-(4-amino-2-oxopyrimidin-1(2H)-yl) cyclohexyl) methyl) (methyl) amino) cyclohexyl) carbamate C(N)(O[C@@H]1CC[C@H](CC1)N(C)C[C@@H]1CC[C@H](CC1)N1C(N=C(C=C1)N)=O)=O